Trimethyl-(1-methyl-1-phenyl-ethyl)peroxy-silane C[Si](OOC(C)(C1=CC=CC=C1)C)(C)C